SULFINYLPYRIDINE C1=CC(=S=O)NC=C1